C1(=CCCC1)S(=O)(=O)C1=CC=C(C=C1)C 1-(cyclopent-1-en-1-ylsulfonyl)-4-methylbenzene